(S)-N-(1-(4-(2-Methoxyethoxy)-6-(3-methoxytetrahydrofuran-3-yl)pyridine-2-yl)-3-methyl-1H-pyrazolo[4,3-c]pyridine-6-yl)acetamide COCCOC1=CC(=NC(=C1)[C@@]1(COCC1)OC)N1N=C(C=2C=NC(=CC21)NC(C)=O)C